ClCC1=CC=C(C=C1)S(=O)(=N)C 1-(Chloromethyl)-4-(S-methylsulfonimidoyl)benzene